N-(2-((2-(azetidin-1-yl)ethyl)(methyl)amino)-5-((4-(8-fluoro-2-oxo-5,6-dihydro-4H-imidazo[4,5,1-ij]quinolin-1(2H)-yl)pyrimidin-2-yl)amino)-4-methoxyphenyl)acrylamide N1(CCC1)CCN(C1=C(C=C(C(=C1)OC)NC1=NC=CC(=N1)N1C(N2CCCC3=CC(=CC1=C23)F)=O)NC(C=C)=O)C